CNCCC[Si](OC)(OC)C γ-(N-methyl)aminopropylmethyldimethoxysilane